4-(methoxymethyl)-2,4-dihydro-1H-cyclobuta[b]carbazol-1-one COCN1C=2C=CC=CC2C=2C=C3C(=CC12)CC3=O